6-[(cyclopropylcarbonyl)amino]-4-[2-ethoxy-4-(1-ethyl-1H-pyrazol-4-yl)anilino]-N-(tridecylmethyl)-pyridazine-3-carboxamide C1(CC1)C(=O)NC1=CC(=C(N=N1)C(=O)NCCCCCCCCCCCCCC)NC1=C(C=C(C=C1)C=1C=NN(C1)CC)OCC